6-methoxy-4-carbonyl-2,3-dihydro-1(4H)-quinolineacetic acid COC=1C=C2C(CCN(C2=CC1)CC(=O)O)=C=O